(R)-benzo[d]thiazol-2-yl(4-(4-methylpyrazolo[1,5-a]pyridin-2-yl)-1,4,6,7-tetrahydro-5H-imidazo[4,5-c]pyridin-5-yl)methanone S1C(=NC2=C1C=CC=C2)C(=O)N2[C@H](C1=C(CC2)NC=N1)C1=NN2C(C(=CC=C2)C)=C1